C(CC[C@@H]([C@@H](/C=C/C=C/C=C\\C=C\\[C@H](CCCC(=O)[O-])O)O)O)CCO The molecule is a lipoxin anion that is the conjugate base of 20-hydroxy-lipoxin B4 arising from deprotonation of the carboxylic acid function; major species at pH 7.3. It is an omega-hydroxy fatty acid anion and a lipoxin anion. It derives from a lipoxin B4(1-). It is a conjugate base of a 20-hydroxylipoxin B4.